C[C@@H]1N2N=CC(C3=NNC=4C=CC(O[C@H](COCCOC1)C)=CC34)=C2 (6S,13S)-6,13-dimethyl-8,11,14-trioxa-4,5,19,20-tetraazatetracyclo[13.5.2.12,5.018,21]tricosa-1(20),2(23),3,15(22),16,18(21)-hexaene